4-vinylpyridine-N-oxide C(=C)C1=CC=[N+](C=C1)[O-]